CN1C(N(C2=C1C=C(C=C2)C2CCN(CC2)C2CCN(CC2)CC2CCNCC2)C2C(NC(CC2)=O)=O)=O 3-(3-methyl-2-oxo-5-(1'-(piperidin-4-ylmethyl)-[1,4'-bipiperidin]-4-yl)-2,3-dihydro-1H-benzo[d]imidazol-1-yl)piperidine-2,6-dione